ClC1=C(C(=CC=C1)Cl)C1CC(=NO1)C=1N=C(SC1)C1CCN(CC1)C(CSC=1N=NC(=CC1)C(F)(F)F)=O 1-(4-(4-(5-(2,6-Dichlorophenyl)-4,5-dihydroisoxazol-3-yl)thiazol-2-yl)piperidin-1-yl)-2-((6-(trifluoromethyl)pyridazin-3-yl)thio)ethan-1-on